tert-butyl 3-(3,6-dihydro-2H-pyran-4-yl)-5-(4,4,5,5-tetramethyl-1,3,2-dioxaborolan-2-yl)indazole-1-carboxylate O1CCC(=CC1)C1=NN(C2=CC=C(C=C12)B1OC(C(O1)(C)C)(C)C)C(=O)OC(C)(C)C